9-methyl-3-oxo-9-azatricyclo[3.3.1.02,4]nonane-7-ol CN1C2C3C(C3C1CC(C2)O)=O